P(=O)(OC(CC)CCC)(OC(CC)CCC)OC1=CC=CC=C1 di(3-hexyl) phenyl phosphate